C(CCC(=O)[O-])(=O)ON Amino succinate